C(C)OC(=O)C=1N=C(SC1CCCOC1=C(C=CC=C1)F)N 2-amino-5-[3-(2-fluorophenoxy)propyl]-1,3-thiazole-4-carboxylic acid ethyl ester